N-(5-cyano-4-(((trans)-2-hydroxycyclopentyl)amino)pyridin-2-yl)-4-fluoro-7-formyl-6-((4-methyl-2-oxopiperazin-1-yl)methyl)-3,4-dihydro-2,4-methylene-1,8-naphthyridine C(#N)C=1C(=CC(=NC1)N1C2CC(C3=CC(=C(N=C13)C=O)CN1C(CN(CC1)C)=O)(C2)F)N[C@H]2[C@@H](CCC2)O